3,3'-dichloro-4,4'-diisocyanatobiphenyl ClC=1C=C(C=CC1N=C=O)C1=CC(=C(C=C1)N=C=O)Cl